3-(2-methyl-2H-indazol-6-yl)-7-(4-methylpiperazin-1-yl)quinazolin-4(3H)-one CN1N=C2C=C(C=CC2=C1)N1C=NC2=CC(=CC=C2C1=O)N1CCN(CC1)C